C(CCC)[Sn](N(C)C)(N(C)C)N(C)C butyltris(dimethyl-amino)tin